(rac)-5-(tert-butyl) 3-ethyl 4-cyano-1-(4-isopropyl-2-methylphenyl)-1,4,6,7-tetrahydro-5H-pyrazolo[4,3-c]pyridine-3,5-dicarboxylate C(#N)[C@@H]1N(CCC2=C1C(=NN2C2=C(C=C(C=C2)C(C)C)C)C(=O)OCC)C(=O)OC(C)(C)C |r|